C(CCCCCCCCCCCCCCCCC)OC1=C(CO)C=C(C(=C1)OCCCCCCCCCCCCCCCCCC)OCCCCCCCCCCCCCCCCCC 2,4,5-tri(octadecyloxy)benzyl alcohol